CN(C\C=C\S(=O)(=O)CCNC)C (E)-N,N-dimethyl-3-[2-(methylamino)ethylsulfonyl]prop-2-en-1-amine